C1(NCC2(C3=CC=CC=C13)CCCC2)=O 2',3'-dihydro-1'H-spiro[cyclopentane-1,4'-isoquinoline]-1'-one